2-ethyl-3,3-dimethyl-indole C(C)C1=NC2=CC=CC=C2C1(C)C